1-(4-chloro-3-methylphenyl)-N-(3-cyclopropyl-2H-pyrazol-5-yl)-5-oxopyrrolidine-3-carboxamide ClC1=C(C=C(C=C1)N1CC(CC1=O)C(=O)NC=1C=C(NN1)C1CC1)C